OC1=NNC2=C1CN(CC2)C(=O)OC(C)(C)C tert-butyl 3-hydroxy-1,4,6,7-tetrahydro-5H-pyrazolo[4,3-c]pyridine-5-carboxylate